C(C)(C)C1=C(OCC2=CNC(O2)=O)C=CC(=C1)C(C)C 5-[(2,4-diisopropylphenoxy)methyl]oxazol-2(3H)-one